N-(2-Dansylaminoethyl)amphetamine S(=O)(=O)(C1=CC=CC=2C(N(C)C)=CC=CC12)NCCNC(C)CC1=CC=CC=C1